(1-methyl-1H-pyrrol-3-yl)-9H-purin CN1C=C(C=C1)C1=NC=C2N=CNC2=N1